[N+](=O)([O-])C1=C(C=C(C=C1)NS(=O)(=O)CC)N1C[C@@H]2CC[C@H](C1)C21CC1 N-(4-nitro-3-((1R,5S)-3-azaspiro[bicyclo[3.2.1]octane-8,1'-cyclopropan]-3-yl)phenyl)ethanesulfonamide